2-(1-(4-Amino-3-(3,5-difluoro-4-methoxyphenyl)-1H-pyrazolo[3,4-d]pyrimidin-1-yl)ethyl)-3-(3-Fluorophenyl)-4H-chromen-4-one NC1=C2C(=NC=N1)N(N=C2C2=CC(=C(C(=C2)F)OC)F)C(C)C=2OC1=CC=CC=C1C(C2C2=CC(=CC=C2)F)=O